[Br-].C(=CC1=CC=CC=C1)[NH3+] styrylammonium bromide